N-phenyldibenzo[b,d]selenophen-4-amine C1(=CC=CC=C1)NC1=CC=CC2=C1[Se]C1=C2C=CC=C1